C1(=CC=CC=C1)[C@@H]1[C@@H](C=2C=CC=CC2CC1)C1=CC=C(C=C1)N1CCC(CC1)CN1CCNCC1 (5R,6S)-6-phenyl-5-(4-(4-(piperazin-1-ylmethyl)piperidin-1-yl)phenyl)-5,6,7,8-tetrahydronaphthalene